4-bromo-1,2-dihydropyridazine-3,6-dione BrC=1C(NNC(C1)=O)=O